2-({[7-(6-aminopyridin-3-yl)-2-methoxynaphthalen-1-yl]amino}methyl)prop-2-enenitrile NC1=CC=C(C=N1)C1=CC=C2C=CC(=C(C2=C1)NCC(C#N)=C)OC